OC(C)(C)C1=CC=C(C=N1)C=O 6-(1-hydroxy-1-methyl-ethyl)pyridine-3-carbaldehyde